1-[2-(3,4-dimethoxyphenyl)ethyl]-4-(3-Phenylpropyl)piperazine (S)-benzyl-tert-butyl-(6-azidohexane-1,5-diyl)dicarbamate C(C1=CC=CC=C1)N(C(O)=O)CCCC[C@@H](CN=[N+]=[N-])N(C(O)=O)C(C)(C)C.COC=1C=C(C=CC1OC)CCN1CCN(CC1)CCCC1=CC=CC=C1